CC=1C=C(C=NC1)C(=O)N1CCN(CC1)C(C=1C=NC=CC1)C1=CC=CC=C1 1-(5-methylpyridine-3-carbonyl)-4-[phenyl(pyridin-3-yl)methyl]piperazine